N1(C=NC=C1)CCC1=NC2=CC=CC=C2C=C1 [2-(Imidazol-1-yl)ethyl]quinoline